C(C1=CC=CC=C1)(C1=CC=CC=C1)N1CC(C1)=C(CN1C(C2=CC=CC=C2C1=O)=O)F 2-(2-(1-benzhydryl-azetidin-3-ylidene)-2-fluoroethyl)isoindoline-1,3-dione